3-(2,4-dichlorophenyl)-4,5-dihydro-1H-benzo[g]indole-2-carboxylic acid ClC1=C(C=CC(=C1)Cl)C1=C(NC=2C3=C(CCC12)C=CC=C3)C(=O)O